CCCCCC/C=C\CCCCCCCCCC(=O)OC[C@H](COP(=O)([O-])OCC[N+](C)(C)C)OC(=O)CCCCCCC/C=C\C/C=C\CCCCC 1-(11Z-octadecenoyl)-2-(9Z,12Z-octadecadienoyl)-sn-glycero-3-phosphocholine